N1,N1-Dimethyl-N4-(5-methyl-4-(6-(pyridin-3-ylamino)imidazo[1,2-a]pyridin-3-yl)pyrimidin-2-yl)cyclohexan-1,4-diamin CN(C1CCC(CC1)NC1=NC=C(C(=N1)C1=CN=C2N1C=C(C=C2)NC=2C=NC=CC2)C)C